FC1=C(CNC2=NC(N3C(N4C(COCC4)C3)=C2)=O)C=CC=C1F 7-((2,3-difluorobenzyl)amino)-3,4,11,11a-tetrahydropyrimido[6',1':2,3]imidazo[5,1-c][1,4]oxazin-9(1H)-one